(R)-N-(3-(1-Acetylpiperidin-4-yl)-1-(6-(3-methoxytetrahydrofuran-3-yl)-4-methylpyridine-2-yl)-1H-pyrrolo[3,2-c]pyridin-6-yl)acetamide C(C)(=O)N1CCC(CC1)C1=CN(C2=C1C=NC(=C2)NC(C)=O)C2=NC(=CC(=C2)C)[C@]2(COCC2)OC